4-(4-hydroxypiperidin-1-yl)-N-(quinolin-8-yl)picolinamide OC1CCN(CC1)C1=CC(=NC=C1)C(=O)NC=1C=CC=C2C=CC=NC12